COCCOC=1C=CC2=C(N=C(O2)C2=C3C=C(N=CC3=C(N=C2)NC)C2(CC2)C(=O)N)C1 (5-(5-(2-methoxyethoxy)benzo[d]oxazol-2-yl)-8-(methylamino)-2,7-naphthyridin-3-yl)cyclopropanecarboxamide